FCC=1C=C(C=NC1C)C1=NC(C(C2=CC=CC=C12)(F)F)(C)C 1-(5-(Fluoromethyl)-6-methyl-pyridin-3-yl)-4,4-difluoro-3,3-dimethyl-3,4-dihydroisochinolin